S1C2=C(C=C1)C(=CC=C2)N2CCN(CC2)CCCCOC2=CC=C1C=CC(N(C1=C2)C(=O)OC(C)C)=O isopropyl 7-(4-(4-(benzo[b]thiophen-4-yl)piperazin-1-yl)butoxy)-2-oxoquinoline-1(2H)-carboxylate